C(C)(C)(C)OC(=O)N1CCC2(CC1)CC=1N=CN=CC1O2 7H-Spiro[furo[3,2-d]pyrimidine-6,4'-piperidine]-1'-carboxylic acid tert-butyl ester